C(C)(C)(C)OC(=O)N[C@H](C(=O)OCC)CC1=CC=C(C=C1)Cl ethyl (2S)-2-(tertbutoxycarbonylamino)-3-(4-chlorophenyl)propanoate